Methyl 5-cyclopropyl-3-fluoropyridinecarboxylate C1(CC1)C=1C=C(C(=NC1)C(=O)OC)F